5-[1-(2-Fluoro-6-methyl-phenyl)-piperidin-4-yl]-2-((S)-2-fluoro-propyl)-7-(2-trifluoromethyl-benzyl)-2,4,5,7-tetrahydro-pyrazolo[3,4-d]pyrimidin-6-on FC1=C(C(=CC=C1)C)N1CCC(CC1)N1C(N(C=2C(C1)=CN(N2)C[C@H](C)F)CC2=C(C=CC=C2)C(F)(F)F)=O